FC1(C(NC2=CC=CC(=C12)Cl)=O)F 3,3-difluoro-4-chloroindolin-2-one